tert-butyl 3-(4-methyl-3-((1-(naphthalen-1-yl)cyclopropyl)carbamoyl)phenyl)-2,5-dihydro-1H-pyrrole-1-carboxylate CC1=C(C=C(C=C1)C=1CN(CC1)C(=O)OC(C)(C)C)C(NC1(CC1)C1=CC=CC2=CC=CC=C12)=O